1-Methyl-6-(2-(3,3,3-trifluoropropyl)-7H-pyrrolo[2,3-d]pyrimidin-5-yl)-1H-benzo[d][1,2,3]triazole CN1N=NC2=C1C=C(C=C2)C2=CNC=1N=C(N=CC12)CCC(F)(F)F